C(C(=C)C)(=O)SC(CSC=1SC(=NN1)SC)CCCC 2-Methacryloylthio-n-hexylthio-5-methylthio-1,3,4-thiadiazole